octahydro-1H-pyrrolo[2,3-b]pyridine N1CCC2C1NCCC2